16,17-dihydroxy-docosatrienoic acid OC(CCCCCCCCC=CC=CC=CC(=O)O)C(CCCCC)O